[2-[[(1S)-2-[(1S,2S)-2-(2-fluoro-4-methyl-phenyl)-1,3-dimethyl-butoxy]-1-methyl-2-oxo-ethyl]carbamoyl]-4-methoxy-3-pyridyl]oxymethyl 2-methylpropanoate CC(C(=O)OCOC=1C(=NC=CC1OC)C(N[C@H](C(=O)O[C@H]([C@@H](C(C)C)C1=C(C=C(C=C1)C)F)C)C)=O)C